1-((tert-butyldiphenylsilyl)oxy)heptacosa-18,21-dien-9-one [Si](C1=CC=CC=C1)(C1=CC=CC=C1)(C(C)(C)C)OCCCCCCCCC(CCCCCCCCC=CCC=CCCCCC)=O